NC1(CCN(CC1)C1=C(N=C(C(=N1)N)C1=CC=CC=2ONOC21)C=2OC=NN2)C 6-(4-amino-4-methylpiperidin-1-yl)-3-(benzo[d][1,3]dioxazol-4-yl)-5-(1,3,4-oxadiazol-2-yl)pyrazin-2-amine